8-(2-cyclopropylthiazol-5-yl)sulfonyl-1-oxa-8-azaspiro[4.5]decan-3-one C1(CC1)C=1SC(=CN1)S(=O)(=O)N1CCC2(CC(CO2)=O)CC1